tert-butyl N-[(1R)-1-[(3R)-7-(1-methylpyrazol-4-yl)-1,2,3,4-tetrahydropyrido[2,3-b]pyrazin-3-yl]-1-phenyl-ethyl]carbamate CN1N=CC(=C1)C1=CC2=C(N[C@H](CN2)[C@@](C)(C2=CC=CC=C2)NC(OC(C)(C)C)=O)N=C1